4-amino-3-(4-pyridyl)-5-mercapto-1,2,4-triazole NN1C(=NN=C1S)C1=CC=NC=C1